BrC=1C=C(C=CC1)C(=C)C=1C(=NC=C(C1)F)NC1=CC(CC(C1)(C)C)=O 3-[[3-[1-(3-bromophenyl)vinyl]-5-fluoro-2-pyridyl]amino]-5,5-dimethyl-cyclohex-2-en-1-one